tert-butyl (1S,2S,3S,6r,7r,8r,10S)-3-{[(1S)-1-carbamoyl-2-[(3S)-2-oxopyrrolidin-3-yl] ethyl] carbamoyl}-9,9-difluoro-4-azatetracyclo[5.3.1.0{2,6}.0{8,10}]undecane-4-carboxylate C(N)(=O)[C@H](C[C@H]1C(NCC1)=O)NC(=O)[C@@H]1[C@H]2[C@H]3[C@@H]4C([C@@H]4[C@@H]([C@H]2CN1C(=O)OC(C)(C)C)C3)(F)F